C(C)(C)(C)OC(NC12CC(C1)(C2)C=2N=CN(C2)[C@@H]2C[C@@H](C2)OC(F)(F)F)=O (3-(1-(cis-3-(trifluoromethoxy)cyclobutyl)-1H-imidazol-4-yl)bicyclo[1.1.1]pent-1-yl)carbamic acid tert-butyl ester